C1=CC=CC2=C1C=CC=C2 Benzocyclohexen